C1(CCCCC1)C=1C=C(C=C(C1)C1CCCCC1)N(C1=CC=C(C(=O)O)C=C1)C 4-((3,5-dicyclohexylphenyl)(methyl)amino)benzoic acid